COC1=C(C(=O)OC)C=CC=C1OC methyl 2,3-dimethoxybenzoate